ClC=1C=C2C=CN(C2=C(C1)C1=C2C(=NC=C1)C=C(S2)CN2C(C1CC1C2=O)=O)CC2(CCNCC2)C#N 4-((5-Chloro-7-(2-((2,4-dioxo-3-azabicyclo[3.1.0]hexane-3-yl)methyl)thieno[3,2-b]pyridin-7-yl)-1H-indol-1-yl)methyl)piperidine-4-carbonitrile